8-((8,8-bis(octyloxy)octyl)(2-hydroxyethyl)amino)octanoic acid (Z)-non-2-en-1-yl ester C(\C=C/CCCCCC)OC(CCCCCCCN(CCO)CCCCCCCC(OCCCCCCCC)OCCCCCCCC)=O